(1s,19s)-15-hydroxy-8,18-dioxa-11-azatetracyclo[17.2.2.02,7.011,16]tricosa-2(7),3,5-trien-10-one OC1CCCN2C(COC=3C=CC=CC3C3CCC(OCC12)CC3)=O